C1(CC1)C1=NOC(=N1)C1=CC=C(C=C1)[C@H](C)NC1=NC(=NC(=C1)C)F N-[(1S)-1-[4-(3-cyclopropyl-1,2,4-oxadiazol-5-yl)phenyl]ethyl]-2-fluoro-6-methyl-pyrimidin-4-amine